N-(2-allylcyclopropyl)-3-(5''-(methylsulfonamido)dispiro[cyclopropane-1,1'-cyclohexane-4',3''-indoline]-1''-carbonyl)benzenesulfonamide C(C=C)C1C(C1)NS(=O)(=O)C1=CC(=CC=C1)C(=O)N1CC2(C3=CC(=CC=C13)NS(=O)(=O)C)CCC1(CC2)CC1